3,6-Di-tert-butyl-9-mesityl-10-phenylacridin-10-ium C(C)(C)(C)C=1C=CC2=C(C3=CC=C(C=C3[N+](=C2C1)C1=CC=CC=C1)C(C)(C)C)C1=C(C=C(C=C1C)C)C